6-tert-butyl-5-(3,4-dichlorophenyl)-4-(2-fluoropyridin-3-yloxy)thieno[2,3-d]pyrimidine C(C)(C)(C)C1=C(C2=C(N=CN=C2OC=2C(=NC=CC2)F)S1)C1=CC(=C(C=C1)Cl)Cl